2-chloro-N-(3-(cyclopentylamino)benzyl)-3-nitroquinolin-4-amine ClC1=NC2=CC=CC=C2C(=C1[N+](=O)[O-])NCC1=CC(=CC=C1)NC1CCCC1